C(C)(C)C=1C=C(C=CC1)NC(=O)N (3-isopropylphenyl)urea